6-bromo-4-chloro-8-fluoroquinoline-3-carboxylic acid ethyl ester C(C)OC(=O)C=1C=NC2=C(C=C(C=C2C1Cl)Br)F